tert-butyl (R)-(3-(4-(6-(6-(2-(3-fluorophenyl)pyrrolidin-1-yl) imidazo[1,2-b]pyridazin-3-yl)pyridin-2-yl)piperazin-1-yl)propyl)carbamate FC=1C=C(C=CC1)[C@@H]1N(CCC1)C=1C=CC=2N(N1)C(=CN2)C2=CC=CC(=N2)N2CCN(CC2)CCCNC(OC(C)(C)C)=O